C1(CC1)[C@@H]1[C@@H](NC(C=2N1N=C(C2)N2[C@@H](COCC2)C)=O)C (6S,7R)-7-cyclopropyl-6-methyl-2-((R)-3-methylmorpholino)-6,7-dihydropyrazolo[1,5-a]pyrazin-4(5H)-one